O[C@H]1[C@H](O)[C@@H](O)[C@H](O[C@H]2[C@H](O)[C@@H](O)[C@@H](O)[C@H](O2)CO)[C@H](O1)CO β-D-lactose